N-(6-(2-chloro-5-fluorophenyl)-3-(2,2-difluoroethyl)-2-methyl-8-oxo-2,6,7,8-tetrahydropyrrolo[3,4-g]indazol-5-yl-6-d)-3-fluoro-5-(trifluoromethyl)benzamide ClC1=C(C=C(C=C1)F)C1(NC(C2=C1C(=CC1=C(N(N=C21)C)CC(F)F)NC(C2=CC(=CC(=C2)C(F)(F)F)F)=O)=O)[2H]